4-((4-(2-(2-Aminopyridin-3-yl)-3H-imidazo[4,5-b]pyridin-3-yl)benzyl)amino)pyrimidine-2-carbonitrile NC1=NC=CC=C1C1=NC=2C(=NC=CC2)N1C1=CC=C(CNC2=NC(=NC=C2)C#N)C=C1